N-(4-(ethylsulfonyl)benzyl)-5-fluoronicotinamide C(C)S(=O)(=O)C1=CC=C(CNC(C2=CN=CC(=C2)F)=O)C=C1